ClC1=CC=C(C=C1)NC(=O)C=1C2=C(SC1NC(=O)C1NCCOC1)CCC2 N-[3-[(4-chlorophenyl)carbamoyl]-5,6-dihydro-4H-cyclopenta[b]thiophen-2-yl]morpholine-3-carboxamide